C1(=CC=C(C=C1)C(=O)C1CCC1)C cyclobutyl (p-tolyl) ketone